6-(6-(difluoromethyl)imidazo[1,2-a]pyrazin-3-yl)-N-((3S,4S)-4-fluoropiperidin-3-yl)pyridin-2-amine FC(C=1N=CC=2N(C1)C(=CN2)C2=CC=CC(=N2)N[C@H]2CNCC[C@@H]2F)F